2-((3-((2,2-dimethyloxetan-3-yl)oxy)-1-(methyl-d3)-1H-pyrazol-4-yl)amino)-7-(tetrahydro-2H-pyran-4-yl)-7H-pyrrolo[2,3-d]pyrimidine-6-carbonitrile CC1(OCC1OC1=NN(C=C1NC=1N=CC2=C(N1)N(C(=C2)C#N)C2CCOCC2)C([2H])([2H])[2H])C